OCCN(CCO)CCCCCCO[Si](OC(OCC(SCCCCC)CCCCCCCC)CCCCCCCCCCCCCCC)(C)C 3-(2-hydroxyethyl)-11,11-dimethyl-16-octyl-13-pentadecyl-10,12,14-trioxa-17-thia-3-aza-11-siladocosan-1-ol